C1(CC1)C=1OC(=CN1)C(=O)N1CCC(CC1)(O)CC=1NC(C2=C(N1)NC=C2)=O (1-(2-cyclopropyloxazole-5-carbonyl)-4-hydroxypiperidin-4-ylmethyl)-3H-pyrrolo[2,3-d]pyrimidin-4(7H)-one